[O-]S(=O)(=O)C(F)(F)F.C(CCCCCCCCCC)[NH+]1CC(CC1)CC 1-Undecyl-3-ethylpyrrolidinium triflat